The molecule is a deuterated compound that is alanine in which each of the four hydrogens attached to carbon atoms have been replaced by deuterium. It is an alanine and a deuterated compound. [2H]C([2H])([2H])C([2H])(C(=O)O)N